C1(CCCC1)N1C(N(C=2C=NC(=CC21)NC=2C=C(C=CC2)CC(=O)N)C)=O (3-((1-cyclopentyl-3-methyl-2-oxo-2,3-dihydro-1H-imidazo[4,5-c]pyridin-6-yl)amino)phenyl)acetamide